FCC(CF)=O 1,3-difluoropropan-2-one